BrC1=C(C(=CC(=C1)Cl)F)C 1-bromo-5-chloro-3-fluoro-2-methylbenzene